CC(=O)OCC1=C(N2[C@@H]([C@@H](C2=O)NC(=O)CCCC(=O)C(=O)O)SC1)C(=O)O The molecule is a cephalosporin having an acetoxy group at the 3-position and a 5-carboxy-5-oxopentanamido group at the 7-position. It is a conjugate acid of a (7R)-7-(5-carboxy-5-oxopentanamido)cephalosporanate(2-).